ClC1=C(C=C(C=C1)NC(NC1CCN(CC1)C1=C(C(C1=O)=O)NS(=O)(=O)C1=C(C=CC=C1)C)=O)F N-(2-(4-(3-(4-chloro-3-fluorophenyl)ureido)piperidin-1-yl)-3,4-dioxocyclobut-1-en-1-yl)-2-methylbenzenesulfonamide